1-(3,4-dichlorophenyl)-N-[2-fluoro-3-(5-fluoro-4-methyl-6-oxo-1,6-dihydropyrimidin-2-yl)-4-(trifluoromethyl)benzyl]piperidine-4-carboxamide ClC=1C=C(C=CC1Cl)N1CCC(CC1)C(=O)NCC1=C(C(=C(C=C1)C(F)(F)F)C=1NC(C(=C(N1)C)F)=O)F